7-((3S,4R)-3-fluoro-4-((1-methyl-1H-indazol-5-yl)oxy)piperidin-1-yl)-2,6-dimethyl-[1,2,4]triazolo[4,3-a]pyrimidin-3(2H)-one F[C@H]1CN(CC[C@H]1OC=1C=C2C=NN(C2=CC1)C)C1=NC=2N(C=C1C)C(N(N2)C)=O